5,8,11,14-tetraoxo-4,7,10,13-tetraazaheptadecan-1-oate O=C(NCCC(=O)[O-])CNC(CNC(CNC(CCC)=O)=O)=O